NCC1=C2C(=NC(=C1)C(=O)NC1=CC(=CC=C1)C1(CC(C1)CC#N)C1=NN=CN1C)C(CN2)(C)C 7-(aminomethyl)-N-(3-((1s,3s)-3-(cyanomethyl)-1-(4-methyl-4H-1,2,4-triazol-3-yl)cyclobutyl)phenyl)-3,3-dimethyl-2,3-dihydro-1H-pyrrolo[3,2-b]pyridine-5-carboxamide